O=C1NC(CCC1N1C(C2=CC=CC(=C2C1)SCCN1CCN(CC1)C1=CC=C(N=N1)C(=O)N1CCC(CC1)CCCCNC(\C=C\C=1C=NC=CC1)=O)=O)=O (E)-N-(4-(1-(6-(4-(2-((2-(2,6-dioxopiperidin-3-yl)-1-oxoisoindoline-4-yl)thio)ethyl)piperazin-1-yl)pyridazin-3-carbonyl)piperidin-4-yl)butyl)-3-(pyridin-3-yl)acrylamide